Methyl 4-(5-methylisoxazol-3-yl)piperidine-4-carboxylate CC1=CC(=NO1)C1(CCNCC1)C(=O)OC